N-[3-(4-aminobutylcarbamoyl)phenyl]-4-[[(3R,4R)-1-(2-cyanoacetyl)-4-methyl-3-piperidinyl]-methyl-amino]pyrrolo[2,3-d]pyrimidine-7-carboxamide NCCCCNC(=O)C=1C=C(C=CC1)NC(=O)N1C=CC2=C1N=CN=C2N(C)[C@H]2CN(CC[C@H]2C)C(CC#N)=O